C(C)(C)(CC)N(CCO)CCO N-t-amyl-diethanolamine